5-Bromosalicylaldehyde Oxime BrC1=CC=C(C(C=NO)=C1)O